COC1=NC=CC2=C(C=CC=C12)OC 1,5-dimethoxyisoquinoline